4-(4-(((2,4-dimethoxybenzyl) amino) thieno[3,2-d]pyrimidin-7-yl)-1H-1,2,3-triazol-1-yl)-4-methylbenzoate COC1=C(CNC=2N=CC3=C(N2)C(=CS3)C=3N=NN(C3)C3(CC=C(C(=O)[O-])C=C3)C)C=CC(=C1)OC